C(CC)(=O)N propan-amide